1-hexyl-4-ethylpiperidinium cyanide [C-]#N.C(CCCCC)[NH+]1CCC(CC1)CC